NC(C)(C)C1=CC(=NC(=C1)C1=CC=C(C=C1)F)NC1[C@@H]2CN(C[C@H]12)C(=O)C=1C=C(C=2N(C1)C=C(N2)C2CC2)C ((1R,5S,6s)-6-((4-(2-aminopropan-2-yl)-6-(4-fluorophenyl)pyridin-2-yl)amino)-3-azabicyclo[3.1.0]hexan-3-yl)(2-cyclopropyl-8-methylimidazo[1,2-a]pyridin-6-yl)methanone